2-methyl-5-(4,4,5,5-tetramethyl-1,3,2-dioxaborolan-2-yl)pyridin-4-amine CC1=NC=C(C(=C1)N)B1OC(C(O1)(C)C)(C)C